(2S,3R)-methyl 2-(allyl (tert-butoxycarbonyl) amino)-3-methylpent-4-enoate C(C=C)N([C@H](C(=O)OC)[C@@H](C=C)C)C(=O)OC(C)(C)C